2-acrylamido-N-(3-(3,5-dimethoxyphenethyl)-1H-pyrazol-5-yl)-4-(3-methyl-4-(3,3,3-trifluoropropyl)piperazin-1-yl)benzamide C(C=C)(=O)NC1=C(C(=O)NC2=CC(=NN2)CCC2=CC(=CC(=C2)OC)OC)C=CC(=C1)N1CC(N(CC1)CCC(F)(F)F)C